C(C)(C)(C)C1(COCC2=C1NC(C1=C2C=C(S1)C1=C(C=NC=C1)F)=O)O 4-(tert-butyl)-8-(3-fluoropyridin-4-yl)-4-hydroxy-1,3,4,5-tetrahydro-6H-pyrano[4,3-b]thieno[3,2-d]pyridin-6-one